(nitrophenyl)-(S)-1-(4-phenylthiazol-2-yl)ethylamine [N+](=O)([O-])C1=C(C=CC=C1)N[C@@H](C)C=1SC=C(N1)C1=CC=CC=C1